3-[(3-cyclopropyl-1,2,4-oxadiazol-5-yl)-methyl]-1-(3-fluoro-phenyl)urea C1(CC1)C1=NOC(=N1)CNC(NC1=CC(=CC=C1)F)=O